C(CCCCCCCC(=O)[O-])(=O)OCC(COC(CCCCCCCC(=O)[O-])=O)=O O1-(2-oxopropane-1,3-diyl) bis(azelate)